O=C1N[C@H]2[C@@H](OC1)CCN(C2)C(=O)N2CC1(C2)CC(C1)CC=1C=C(C(=NC1)C#N)C(F)(F)F 5-[[2-[(4aR,8aS)-3-oxo-4,4a,5,7,8,8a-hexahydropyrido[4,3-b][1,4]oxazine-6-carbonyl]-2-azaspiro[3.3]heptan-6-yl]methyl]-3-(trifluoromethyl)pyridine-2-carbonitrile